(R)-4-(7-(8-ethynyl-7-fluoro-3-hydroxynaphthalen-1-yl)-8-fluoro-2-(((2R,7aS)-2-fluorotetrahydro-1H-pyrrolizin-7a(5H)-yl)methoxy)pyrido[4,3-d]pyrimidin-4-yl)-1,4-oxazepan-6-ol C(#C)C=1C(=CC=C2C=C(C=C(C12)C1=C(C=2N=C(N=C(C2C=N1)N1CCOC[C@@H](C1)O)OC[C@]12CCCN2C[C@@H](C1)F)F)O)F